2-(trimethoxysilyl)ethyl-glutaric anhydride CO[Si](CCC1C(=O)OC(CC1)=O)(OC)OC